4-(1-chloroisoquinolin-6-yl)-N-methyl-1H-indole-2-carboxamide ClC1=NC=CC2=CC(=CC=C12)C1=C2C=C(NC2=CC=C1)C(=O)NC